NC1=NC=C(C=C1O[C@@H](C)C=1C=C(C=CC1)NC(C1=CC(=CC=C1)C1CC1)=O)Cl (S)-N-(3-(1-((2-amino-5-chloropyridin-3-yl)oxy)ethyl)phenyl)-3-cyclopropylbenzamide